ClC=1C(=C(C(=CC1N1CC2(C(CC2)(C)N(C)C)CC1)F)S(=O)(=O)N(C1=NC(=CC=C1)F)CC1=C(C=C(C=C1)OC)OC)F 3-chloro-N-[(2,4-dimethoxyphenyl)methyl]-4-[3-(dimethylamino)-3-methyl-6-azaspiro[3.4]octan-6-yl]-2,6-difluoro-N-(6-fluoro-2-pyridyl)benzenesulfonamide